C(C)(C)(C)OC(COCCOC(F)(F)F)=O 2-[2-(trifluoromethoxy)ethoxy]acetic acid tert-butyl ester